C(C)C=1C(=NC=NC1)N1CCN(CC1)CC=1NC2=CC(=CC=C2C1)OCCOC 2-((4-(5-ethylpyrimidin-4-yl)piperazin-1-yl)methyl)-6-(2-methoxyethoxy)-1H-indole